NCC12CCC(CC1)(C2)N2C(=C(C1=C2N=CN=C1N)C=1C=NC2=CC=CC=C2C1)C#C 7-(4-(aminomethyl)bicyclo[2.2.1]heptan-1-yl)-6-ethynyl-5-(quinolin-3-yl)-7H-pyrrolo[2,3-d]pyrimidin-4-amine